2,2,4-tri-methyl-1,6-hexanediol CC(CO)(CC(CCO)C)C